triphenylammonium zinc chloride salt [Cl-].[Zn].C1(=CC=CC=C1)[NH+](C1=CC=CC=C1)C1=CC=CC=C1